N-(4-chloro-5-(cyclopropanecarbonyl)pyridin-2-yl)cyclopropanecarboxamide ClC1=CC(=NC=C1C(=O)C1CC1)NC(=O)C1CC1